1-methyl-1H-1,2,3-triazole-4-carboxylic acid CN1N=NC(=C1)C(=O)O